(E)-N-(1-(2-(3-(hydroxyamino)-3-oxoprop-1-en-1-yl)phenyl)piperidin-4-yl)-4-methylpentanamide ONC(/C=C/C1=C(C=CC=C1)N1CCC(CC1)NC(CCC(C)C)=O)=O